C1(CC1)C1=CC(=CC(=N1)C(=O)NC1=NC(=CC(=C1)C1=C(C=NN1C)C1=NN=CN1C)NCC)C 6-cyclopropyl-N-(6-(ethylamino)-4-(1-methyl-4-(4-methyl-4H-1,2,4-triazol-3-yl)-1H-pyrazol-5-yl)pyridin-2-yl)-4-methylpyridineamide